N1[C@@H](CCC2=CC=CN=C12)CCCCNC1CC1 (R)-N-(4-(1,2,3,4-tetrahydro-1,8-naphthyridin-2-yl)butyl)cyclopropanamine